FC(C=1C=C(C=C(C1)C(F)(F)F)C1=NN(C=N1)/C=C(\C=1C=NC=NC1)/C=1OCCN1)(F)F (E)-2-(2-(3-(3,5-bis(trifluoromethyl)phenyl)-1H-1,2,4-triazol-1-yl)-1-(Pyrimidin-5-yl)vinyl)-4,5-dihydrooxazole